Cl.Cl.Cl.CN1[C@H]2[C@@H](CCC1)CN(C2)C=2N=NC(=CN2)C2=C(C=C(C=C2)C=2C=NNC2)O 2-{3-[(4as,7as)-1-methyl-octahydro-6H-pyrrolo[3,4-b]pyridin-6-yl]-1,2,4-triazin-6-yl}-5-(1H-pyrazol-4-yl)phenol tri-hydrochloride